C(C)(C)(C)OC(=O)NN=C(CC(=O)OCC)C(F)F ethyl 3-(tert-butoxycarbonylhydrazono)-4,4-difluoro-butyrate